C(C1=CC=CC=C1)C1=NC(=NO1)C1=CC(=CC(=C1)C(F)(F)F)[N+](=O)[O-] 5-benzyl-3-(3-nitro-5-(trifluoromethyl)phenyl)-1,2,4-oxadiazole